C[Si](C#CCCCCCCCCCCCCSCCCO)(C)C 3-((14-(trimethylsilyl)tetradec-13-yn-1-yl)thio)propan-1-ol